N-((2R)-1-(4-(1H-indazol-5-yl)-2-methyl-2,8-diazaspiro[4.5]decan-8-yl)-3-methyl-1-oxobutan-2-yl)-2-fluoro-5-methylbenzamide N1N=CC2=CC(=CC=C12)C1CN(CC12CCN(CC2)C([C@@H](C(C)C)NC(C2=C(C=CC(=C2)C)F)=O)=O)C